mono-ethylene oxide C1CO1